C(C=C)C1CCN(CC1)C1=C(C(=O)NC2=NC(=C(C=C2)C2CC2)NCCC=C)C=CC(=C1)Cl 2-(4-allylpiperidin-1-yl)-N-(6-(but-3-en-1-ylamino)-5-cyclopropylpyridin-2-yl)-4-chlorobenzamide